C[C@@H]1N[C@@H](CCC1)C 2,6-cis-dimethylpiperidine